OB1OCC2=C1C=C(C=C2)C(=O)N[C@H](C(=O)NCCC(=O)O)[C@H](C)NC(=O)C=2C=CC1=C(B(OC1)O)C2 3-((2S,3S)-2,3-bis(1-hydroxy-1,3-dihydrobenzo[c][1,2]oxaborole-6-carboxamido)butanamido)propanoic acid